ClC1=C(C=C(C=C1)OC)F 1-Chloro-2-fluoro-4-methoxybenzene